(S)-1-(4-(3-hydroxy-7-methyl-8-phenyl-6,7-dihydro-5H-benzo[7]annulen-9-yl)phenyl)piperidine-4-carbaldehyde OC1=CC2=C(C(=C([C@H](CC2)C)C2=CC=CC=C2)C2=CC=C(C=C2)N2CCC(CC2)C=O)C=C1